[Na+].[Na+].C(=O)([O-])C[C@@H]1C([C@H]1CCCCC(=O)[O-])(C)C trans-5-(3-(carboxymethyl)-2,2-dimethylcyclopropyl)pentanoic acid, disodium salt